BrCC1(CC1)CBr 1,1-dibromomethylcyclopropane